4-fluoro-N-(4-methoxybenzyl)-N-methyl-3-(8-oxo-5,6,7,8-tetrahydroimidazo[1,2-a]pyrazine-2-yl)benzenesulfonamide FC1=C(C=C(C=C1)S(=O)(=O)N(C)CC1=CC=C(C=C1)OC)C=1N=C2N(CCNC2=O)C1